N1C=NCC(=C1)C(=O)O 1,4-dihydropyrimidine-5-carboxylic acid